OC(=C(C(=O)N)CC(=O)O)O dihydroxyl-itaconic amide